FC=1C=C(CNC(OC(C)(C)C)=O)C=C(C1)C=1C=NN(C1)C1=CC=C(C=C1)S(=O)(=O)C tert-Butyl (3-fluoro-5-(1-(4-(methylsulfonyl)phenyl)-1H-pyrazol-4-yl)benzyl)carbamate